C(CC)N(S(=O)(=O)C1=CC=C(C(=O)OC(C2=CC=CC=C2)C=2N(C=3CC(CC(C3C2)=O)(C)C)C2=CC=CC=C2)C=C1)CCC (6,6-dimethyl-4-oxo-1-phenyl-4,5,6,7-tetrahydro-1H-indol-2-yl)(phenyl)methyl 4-(N,N-dipropylsulfamoyl)benzoate